2,2-dimethyl-N-[6-methyl-3-[3-(trifluoromethyl)bicyclo[1.1.1]pentane-1-carbonyl]-2-pyridyl]-propanamide CC(C(=O)NC1=NC(=CC=C1C(=O)C12CC(C1)(C2)C(F)(F)F)C)(C)C